2-((R)-3-((4-(2-(methoxymethoxy)-4-(trifluoromethyl)phenyl)pyrazolo[1,5-d][1,2,4]triazin-7-yl)amino)piperidin-1-yl)cyclobutan-1-ol COCOC1=C(C=CC(=C1)C(F)(F)F)C=1C=2N(C(=NN1)N[C@H]1CN(CCC1)C1C(CC1)O)N=CC2